N-(4-amino-1H-pyrazolo[4,3-c]pyridin-7-yl)-2-oxo-2-[(2R,5S)-2-[4-[(dimethylamino)methyl]phenyl]-5-methyl-1-piperidyl]acetamide NC1=NC=C(C2=C1C=NN2)NC(C(N2[C@H](CC[C@@H](C2)C)C2=CC=C(C=C2)CN(C)C)=O)=O